C(C1=CC=CC=C1)NC(C(C1=CC=CC=C1)N(C(C#C)=O)C1=CC2=C(OCO2)C=C1I)=O N-(2-(Benzylamino)-2-oxo-1-phenylethyl)-N-(6-iodobenzo[d][1,3]dioxol-5-yl)-propiolamide